ClC=1C=C(C=CC1F)NC(N(C=1C=NC(=CC1)OC)CC1=NNC=2CCC(CC12)O)=O (3-Chloro-4-fluorophenyl)-1-((5-hydroxy-4,5,6,7-tetrahydro-1H-indazol-3-yl)methyl)-1-(6-methoxypyridin-3-yl)urea